chloro-carnitine ClC(O)(C[N+](C)(C)C)CC([O-])=O